4-((5-(o-tolyl)-1-(4-(trifluoromethyl)benzyl)-1H-indole-7-carboxamido)methyl)benzoic acid C1(=C(C=CC=C1)C=1C=C2C=CN(C2=C(C1)C(=O)NCC1=CC=C(C(=O)O)C=C1)CC1=CC=C(C=C1)C(F)(F)F)C